1-(2-Hydroxyphenyl)-3-[4-[3-(2-hydroxyphenyl)-3-oxoprop-1-enyl]phenyl]prop-2-en-1-one OC1=C(C=CC=C1)C(C=CC1=CC=C(C=C1)C=CC(=O)C1=C(C=CC=C1)O)=O